6-(6-Cyclobutyl-1H-pyrrolo[2,3-b]pyridin-3-yl)-1-isopropyl-2-methyl-1H-imidazo[4,5-c]pyridine C1(CCC1)C1=CC=C2C(=N1)NC=C2C2=CC1=C(C=N2)N=C(N1C(C)C)C